FORMYLINDOLE C(=O)C=1NC2=CC=CC=C2C1